4,6-dihydroxy-2-methyl-pyridine-3-carboxylic acid ethyl ester C(C)OC(=O)C=1C(=NC(=CC1O)O)C